ClC1=CC=C(C=C1)C(NC(=O)[C@@H]1NC(N(C1)C)=O)C1=CC=C(C=C1)Cl (R)-N-[bis(4-chlorophenyl)methyl]-1-methyl-2-oxoimidazolidine-4-carboxamide